(di-tert-butyl-(2-methoxyphenyl)phosphine) palladium [Pd].C(C)(C)(C)P(C1=C(C=CC=C1)OC)C(C)(C)C